C(C)(C)(C)OC(=O)N1C[C@H]2COCC3=C(N2CC1)N=C(C=C3)OCC3=C(C=C(C=C3)Cl)F (S)-2-((4-chloro-2-fluorobenzyl)oxy)-7a,8,10,11-tetrahydro-5H-pyrazino[2,1-c]pyrido[2,3-e][1,4]oxazepine-9(7H)-carboxylic acid tert-butyl ester